(S)-N-(1-(2-aminopropanoyl)piperidin-4-yl)-4-(1H-benzo[d]imidazol-2-yl)benzenesulfonamide N[C@H](C(=O)N1CCC(CC1)NS(=O)(=O)C1=CC=C(C=C1)C1=NC2=C(N1)C=CC=C2)C